C(=C\C)/SC[C@H](N)C(=O)O trans-S-1-propenyl-L-cysteine